2-hydroxy-5-methoxy-benzaldehyde OC1=C(C=O)C=C(C=C1)OC